3-((5-(tert-butyl)-8-hydroxyquinolin-7-yl)(butyramido)-methyl)-N-(7-((2-(2,6-dioxopiperidin-3-yl)-1,3-dioxoisoindolin-5-yl)amino)-heptyl)benzamide C(C)(C)(C)C1=C2C=CC=NC2=C(C(=C1)C(C=1C=C(C(=O)NCCCCCCCNC=2C=C3C(N(C(C3=CC2)=O)C2C(NC(CC2)=O)=O)=O)C=CC1)NC(CCC)=O)O